O1S(CS(OCC1)(=O)=O)(=O)=O 1,5,2,4-dioxadithiepane 2,2,4,4-tetraoxide